C(C(C)(C)C)(=O)OOC(CCC)(CC)CC di-ethyl-butyl peroxypivalate